5-[4-[(3S)-3-methylmorpholin-4-yl]-6-morpholinyl-1,3,5-triazin-2-yl]-4-(trifluoromethyl)pyrimidin-2-amine C[C@@H]1N(CCOC1)C1=NC(=NC(=N1)N1CCOCC1)C=1C(=NC(=NC1)N)C(F)(F)F